ClC1=CC=C(C=C1)C(C(=O)N[C@@H](C(C)C)C(=O)N[C@H](CCC(N)=O)C(=O)OCC)(C)C Ethyl (2-(4-chlorophenyl)-2-methylpropanoyl)-L-valyl-D-glutaminate